BrC=1C=CC2=CN(N=C2C1OC)CCOC 6-bromo-7-methoxy-2-(2-methoxyethyl)-2H-indazole